3,3-diphenyl-cyclobutane-1-one O-(4-nitrophenyl) oxime [N+](=O)([O-])C1=CC=C(C=C1)ON=C1CC(C1)(C1=CC=CC=C1)C1=CC=CC=C1